phosphane carbon [C].P